[4-[4-[[2-(2,6-dioxo-3-piperidyl)-1-oxo-6-(4,4,5,5-tetramethyl-1,3,2-dioxaborolan-2-yl)isoindolin-4-yl]oxymethyl]triazol-1-yl]butyl]carbamate O=C1NC(CCC1N1C(C2=CC(=CC(=C2C1)OCC=1N=NN(C1)CCCCNC([O-])=O)B1OC(C(O1)(C)C)(C)C)=O)=O